C1(=CC=CC=C1)C1=CC=C2C(=N1)NC=C2C2=CC=1N(C=C2)N=CC1C(=O)N1CCCCC1 (5-(6-phenyl-1H-pyrrolo[2,3-b]pyridin-3-yl)pyrazolo[1,5-a]pyridin-3-yl)(piperidin-1-yl)methanone